(2-(4-bromo-1-(2,5-difluorophenyl)but-3-yn-1-yl)-2H-indazol-6-yl)ethyne BrC#CCC(C1=C(C=CC(=C1)F)F)N1N=C2C=C(C=CC2=C1)C#C